FC1=CC(=NC=C1C)C#N 4-fluoro-5-methyl-pyridine-2-carbonitrile